dipotassium trifluoromethanesulfonamide FC(S(=O)(=O)N)(F)F.[K].[K]